ClC1=CC=C(C=C1)C1NC(CC2=CC(=C(C=C12)OC(C)C)OC)=O (E)-1-(4-chlorophenyl)-7-isopropoxy-6-methoxy-1,4-dihydroisoquinolin-3-one